NC1=C(C=C(C(=C1)OC)OC)C(/C=C/C=1C=C(C#N)C=CC1)=O (E)-3-(3-(2-amino-4,5-dimethoxyphenyl)-3-oxoprop-1-en-1-yl)Benzonitrile